6-((1-(Benzylthio)cyclopropyl)methyl)-1-methyl-7-oxo-4,5,6,7-tetrahydro-1H-pyrazolo[3,4-c]pyridine-3-carboxylic acid C(C1=CC=CC=C1)SC1(CC1)CN1C(C2=C(CC1)C(=NN2C)C(=O)O)=O